diethyl-(2,6-diethylphenyl) iodide C(C)C=1C=C(C(=C(C1CC)I)CC)CC